C1(=CC=CC=C1)S(=O)(=O)NC=1C=C(C=CC1)/C=C/CCCOC1=C(C=CC=C1)CCC(=O)O 3-[2-[(E)-5-[3-(benzenesulfonamido)phenyl]pent-4-enoxy]phenyl]propanoic acid